4-(4-aminophenoxy)-2-ethylphenylaniline NC1=CC=C(OC2=CC(=C(C=C2)NC2=CC=CC=C2)CC)C=C1